FC=1C(=CC(=NC1)NC1=NC=CC(=C1)CS(=NC(=O)C1CN(CCC1)CC#C)(=O)C)C1=C(C=C(C=C1)F)OC N-{[(2-{[5-fluoro-4-(4-fluoro-2-methoxyphenyl)pyridin-2-yl]amino}pyridin-4-yl)methyl](methyl)oxo-λ6-sulfanylidene}-1-(prop-2-yn-1-yl)piperidine-3-carboxamide